6-[3-[4-[2-(aminomethyl)-3,3-difluoro-allyl]-5-oxo-tetrazol-1-yl]phenyl]-8-methyl-3,4-dihydro-1H-quinolin-2-one trifluoroacetate FC(C(=O)O)(F)F.NCC(CN1N=NN(C1=O)C=1C=C(C=CC1)C=1C=C2CCC(NC2=C(C1)C)=O)=C(F)F